FC1(CCN(CC1)C1=CC=CC(=N1)C=1NC(=NN1)C1=C(C=C(C=C1)NS(=O)(=O)CCO)N1CCC2(CC2)CC1)F N-(4-(5-(6-(4,4-DIFLUOROPIPERIDIN-1-yl)pyridin-2-yl)-4H-1,2,4-TRIAZOL-3-yl)-3-(6-azaspiro[2.5]octan-6-yl)phenyl)-2-hydroxyethane-1-sulfonamide